2-((4-(4-(2-((3R,5R,7R)-adamantan-1-yl)acetyl)piperazin-1-yl)-2-methoxyphenyl)amino)-5-methyl-8-(3-morpholinophenyl)pyrido[2,3-d]pyrimidin-7(8H)-one C12(CC3CC(CC(C1)C3)C2)CC(=O)N2CCN(CC2)C2=CC(=C(C=C2)NC=2N=CC3=C(N2)N(C(C=C3C)=O)C3=CC(=CC=C3)N3CCOCC3)OC